(3R,4R)-1-(5,6-Difluoro-1-((5-methyl-1,3,4-thiadiazol-2-yl)methyl)-1H-benzo[d]imidazol-2-yl)-4-fluoropiperidin-3-amin FC1=CC2=C(N(C(=N2)N2C[C@H]([C@@H](CC2)F)N)CC=2SC(=NN2)C)C=C1F